(R)-1-(2-oxabicyclo[3.1.1]heptan-4-yl)-2-(4-(6-((4-chloro-2-fluorobenzyl)oxy)pyridin-2-yl)-2,5-difluorobenzyl)-1H-benzo[d]imidazole-6-carboxylic acid C12OC[C@@H](C(C1)C2)N2C(=NC1=C2C=C(C=C1)C(=O)O)CC1=C(C=C(C(=C1)F)C1=NC(=CC=C1)OCC1=C(C=C(C=C1)Cl)F)F